C(=O)C1CCC(CC1)N1N=C(C(=C1)NC(=O)C=1C=NN2C1N=CC=C2)OC(F)F N-(1-((1r,4r)-4-formylcyclohexyl)-3-(difluoromethoxy)-1H-pyrazol-4-yl)pyrazolo[1,5-a]pyrimidine-3-carboxamide